N-(3-(2-((1,5-dimethyl-1H-pyrazol-3-yl)amino)-5-methylpyrimidin-4-yl)-1H-indol-7-yl)-2-(4-(pyrimidin-2-yloxy)piperidin-1-yl)acetamide CN1N=C(C=C1C)NC1=NC=C(C(=N1)C1=CNC2=C(C=CC=C12)NC(CN1CCC(CC1)OC1=NC=CC=N1)=O)C